N-methyl-N-(2,3,5-trifluorobenzyl)cyclobutanecarboxamide CN(C(=O)C1CCC1)CC1=C(C(=CC(=C1)F)F)F